FC1=CC=NN1 5-fluoro-1H-pyrazole